C1(CC1)[C@H]([C@@H](C(=O)O)C)C1=CC(=CC=C1)OC(C1=CC(=C(C=C1)C1=CC(=NC=C1F)OC)CN1CC(CC1)(C)C)=O (2S,3R)-3-cyclopropyl-3-[3-[3-[(3,3-dimethylpyrrolidin-1-yl)methyl]-4-(5-fluoro-2-methoxy-4-pyridyl)benzoyl]oxyphenyl]-2-methyl-propanoic acid